C1(CC1)C=1C(=NC=CN1)N 3-cyclopropylpyrazin-2-amine